C(#N)C1=CC(=C2C=C(N(C2=C1)C1CCCC1)NC(CC(C)(C)C)=O)F N-(6-cyano-1-cyclopentyl-4-fluoro-1H-indol-2-yl)-3,3-dimethylbutyramide